OC(=O)C(F)(F)F.CC1(C(CC2=CC=CC=C12)NC=1C=CC(=NC1)[C@@H](C(F)(F)F)N(C(=O)C1CNC1)C)C N-((1S)-1-(5-((1,1-Dimethyl-2,3-dihydro-1H-inden-2-yl)amino)pyridin-2-yl)-2,2,2-trifluoroethyl)-N-methylazetidine-3-carboxamide TFA salt